4-((2S)-3-(1-(isobutyryloxy)ethoxy)-2-((S)-4-methyl-2-(2-(o-tolyloxy)acetamido)pentanamido)-3-oxopropyl)phenyl 4-carbamoylpiperidine-1-carboxylate C(N)(=O)C1CCN(CC1)C(=O)OC1=CC=C(C=C1)C[C@@H](C(=O)OC(C)OC(C(C)C)=O)NC([C@H](CC(C)C)NC(COC1=C(C=CC=C1)C)=O)=O